C(=O)=C1CC(CN1)C(=O)O 5-carbonylpyrrolidine-3-carboxylic acid